C(#N)C1=NC2=CC(=CC(=C2N=C1C=1N=CNC1)[C@@H](C)NC1=C(C(=O)O)C=CC=C1)C (R)-2-((1-(2-cyano-3-(1H-imidazol-4-yl)-7-methylquinoxalin-5-yl)ethyl)-amino)benzoic acid